[C@@H]12N(C[C@@H](NC1)C2)C=2C=CC=1N=CN=C(C1N2)NC2=NC=C(C(=C2)Cl)OC2=CC=CC=C2 6-((1S,4S)-2,5-diazabicyclo[2.2.1]heptan-2-yl)-N-(4-chloro-5-phenoxypyridin-2-yl)pyrido[3,2-d]pyrimidin-4-amine